tert-butyl N-(4-{6-[(1R,2R)-2-fluorocyclopropaneamido]pyrimidin-4-yl}-1,3-thiazol-5-yl)carbamate F[C@H]1[C@H](C1)C(=O)NC1=CC(=NC=N1)C=1N=CSC1NC(OC(C)(C)C)=O